[In]=S.[Ag].[Zn] zinc-silver-indium-sulfide